(R,R and S,S)-1-(1-(bicyclo[1.1.1]pentan-1-yl)-1H-pyrazol-4-yl)-6-(1-(4-((tert-butyldiphenylsilyl)oxy)tetrahydrofuran-3-yl)piperidin-4-yl)-5-chloro-1H-indazole C12(CC(C1)C2)N2N=CC(=C2)N2N=CC1=CC(=C(C=C21)C2CCN(CC2)[C@@H]2COC[C@@H]2O[Si](C2=CC=CC=C2)(C2=CC=CC=C2)C(C)(C)C)Cl |&1:29|